CS(=O)(=O)C=1SC=CC1 methanesulfonylthiophene